C1(CCCC1)COC1=C(C(=CC=C1)O)C(\C=C\C1=CC=C(C=C1)O)=O (E)-1-[2-(Cyclopentylmethoxy)-6-hydroxyphenyl]-3-(4-hydroxyphenyl)prop-2-en-1-one